α-[[(3-Methylcyclohexyl)amino]methyl]-4-pyridinemethanol CC1CC(CCC1)NCC(O)C1=CC=NC=C1